6-((2-chlorophenyl)ethynyl)-5-(4-methylpiperazin-1-yl)-2-(3,4,5-trimethoxyphenyl)-1H-benzo[d]imidazole ClC1=C(C=CC=C1)C#CC=1C(=CC2=C(NC(=N2)C2=CC(=C(C(=C2)OC)OC)OC)C1)N1CCN(CC1)C